2-bromo-2-(4-chloro-2-methoxyphenyl)-1-(7,8-dihydro-1H-furo[2,3-g]indol-3-yl)ethanone BrC(C(=O)C1=CNC2=C3C(=CC=C12)OCC3)C3=C(C=C(C=C3)Cl)OC